FC1=C(C(=C(C(=C1F)F)F)F)[B-](C1=C(C(=C(C(=C1F)F)F)F)F)(C1=C(C(=C(C(=C1F)F)F)F)F)C1=C(C(=C(C(=C1F)F)F)F)F.C(C)(C)[NH2+]C(C)C diisopropylammonium tetrakis(perfluorophenyl)borate